5-propylcyclohex-2-en-1-one C(CC)C1CC=CC(C1)=O